COC=1C=C2[C@]3(C=NC2=CC1)[C@@H](C3)C3=CC=C1C(=NNC1=C3)NC3=NC(=NC=C3OC)C=3C=NC=NC3 (1R,2S)-5'-Methoxy-2-{3-[(5-methoxy[2,5'-bipyrimidin]-4-yl)amino]-1H-indazol-6-yl}spiro[cyclopropane-1,3'-indol]